BrC1=C(C=2C=NN(C2C=C1)C)C(=O)NC(C)(C)C 5-bromo-N-tert-butyl-1-methyl-indazole-4-carboxamide